COCCOCCO[Li] 2-(2-methoxyethoxy)ethoxylithium